FC(OC1=C(C=CC(=C1)F)[C@H]1[C@@H](O[C@@]([C@H]1C)(C(F)(F)F)C)C(=O)NC1=CC(=NC=C1)C(=O)NC)F (2R,3S,4S,5S)-4-[[3-[2-(difluoromethoxy)-4-fluoro-phenyl]-4,5-dimethyl-5-(trifluoromethyl)tetrahydrofuran-2-carbonyl]amino]-N-methyl-pyridine-2-carboxamide